methyl 1-(4-(1,3-dioxolan-2-yl)-3-((4-methoxybenzyl)oxy)phenyl)cyclopropane-1-carboxylate O1C(OCC1)C1=C(C=C(C=C1)C1(CC1)C(=O)OC)OCC1=CC=C(C=C1)OC